triphenyltin triflate [O-]S(=O)(=O)C(F)(F)F.C1(=CC=CC=C1)[Sn+](C1=CC=CC=C1)C1=CC=CC=C1